2-(2-Chlorophenyl)-4,5-diphenyl-1H-imidazol-1-yl-4-dimethylamino-benzoate ClC1=C(C=CC=C1)C=1N(C(=C(N1)C1=CC=CC=C1)C1=CC=CC=C1)C1=C(C(=O)[O-])C=CC(=C1)N(C)C